7-bromo-4-chloro-2-(1-methyl-1H-imidazol-2-yl)thieno[3,2-d]pyrimidine BrC1=CSC2=C1N=C(N=C2Cl)C=2N(C=CN2)C